C(C)(C)OC(=O)[C@@H]1C[C@H](CCC1)OC=1C(=NC(=CC1)C1=C(C(=NO1)C)CBr)C (1S,3S)-3-((6-(4-(bromomethyl)-3-methylisoxazol-5-yl)-2-methyl-pyridin-3-yl)oxy)cyclohexane-1-carboxylic acid isopropyl ester